C(C1=CC=CC=C1)N1N=C(C=C(C1=O)N1CCC2(CCCC(N2C2=CC(=C(C=C2)F)F)=O)CC1)OC1CCOCC1 9-(2-benzyl-3-oxo-6-((tetrahydro-2H-pyran-4-yl)oxy)-2,3-dihydropyridazin-4-yl)-1-(3,4-difluorophenyl)-1,9-diazaspiro[5.5]undecan-2-one